4-(tert-butyl)-N-((4-(4-chlorobenzamido)phenyl)thiocarbamoyl)benzamide C(C)(C)(C)C1=CC=C(C(=O)NC(NC2=CC=C(C=C2)NC(C2=CC=C(C=C2)Cl)=O)=S)C=C1